BrC1=C(OCC2=NNC(O2)=S)C(=CC=C1)Br 5-[(2,6-Dibromophenoxy)methyl]-1,3,4-oxadiazole-2(3H)-thione